6-((4-((5-Cyclopropyl-3-(3,5-dichloropyridin-4-yl)isoxazol-4-yl)methoxy)bicyclo[2.2.2]octan-1-yl)methoxy)-4-methoxychinolin C1(CC1)C1=C(C(=NO1)C1=C(C=NC=C1Cl)Cl)COC12CCC(CC1)(CC2)COC=2C=C1C(=CC=NC1=CC2)OC